CC/C=C/C=C\CCCCCCCCOC(=O)C 9z,11e-tetradecadienyl acetate